C(N)(OC(CN1C=C(C2=NC=CC=C21)C(=O)N2CCN(CC2)C2=NC=C(C=N2)C(F)(F)F)CC(C)(C)C)=O tert-butyl-(1-(3-(4-(5-(trifluoromethyl) pyrimidin-2-yl) piperazine-1-carbonyl)-1H-pyrrolo[3,2-b]pyridin-1-yl) propan-2-yl) carbamate